O1CC(C(C1)C1=C(C(=O)[O-])C=CC(=C1C(C)=O)C)C1=C(C(=O)[O-])C=CC(=C1C(C)=O)C tetrahydrofuran-3,4-diylbis(3-acetyl-4-methylbenzoate)